C1(CCCCC1)N(C1=CC=CC=C1)C(CC1(CCN(CC1)C1=NC=CC=C1)C(=O)O)=O 4-[2-(N-cyclohexylanilino)-2-oxo-ethyl]-1-(2-pyridinyl)piperidine-4-carboxylic acid